3-((4-fluoro-2-nitrophenyl)amino)propionic acid FC1=CC(=C(C=C1)NCCC(=O)O)[N+](=O)[O-]